1-(7-((1r,4r)-4-(4-(4-(3-amino-6-(2-hydroxyphenyl)pyridazin-4-yl)-1H-pyrazol-1-yl)piperidin-1-yl)cyclohexyl)-1-methyl-1H-indazol-3-yl)dihydropyrimidine-2,4(1H,3H)-dione NC=1N=NC(=CC1C=1C=NN(C1)C1CCN(CC1)C1CCC(CC1)C=1C=CC=C2C(=NN(C12)C)N1C(NC(CC1)=O)=O)C1=C(C=CC=C1)O